COC=1C=CC=2N(C3=CC=C(C=C3C2C1)OC)C(=O)OCCOCCOCCN(C)CCOCCOCCOC(=O)N1C2=CC=C(C=C2C=2C=C(C=CC12)OC)OC 2-(2-{2-[(2-{2-[2-(3,6-dimethoxy-9-carbazolylcarbonyloxy)ethoxy]ethoxy}ethyl)-N-methylamino]ethoxy}ethoxy)ethyl 3,6-dimethoxy-9-carbazolecarboxylate